C1(=CC=CC2=CC=CC=C12)C#C[Si](C)(C)C 1-(1-naphthyl)-2-(trimethylsilyl)acetylene